OCCN1CCN(CC1)C1=C(C=C(C=C1)S(=O)(=O)NC1=CC=CC=C1)[N+](=O)[O-] 4-[4-(2-hydroxyethyl)piperazin-1-yl]-3-nitro-N-phenylbenzenesulfonamide